BrC1=C(C=NN(C1=O)C)N[C@@H]1C[C@@H](CN(C1)C)C1=CC=C(C(=O)N2CCC3(CN(C3)C3=CC=C(C=C3)C3C(NC(CC3)=O)=O)CC2)C=C1 3-[4-[7-[4-[(3R,5R)-5-[(5-bromo-1-methyl-6-oxo-pyridazin-4-yl)amino]-1-methyl-3-piperidyl]benzoyl]-2,7-diazaspiro[3.5]nonan-2-yl]phenyl]piperidine-2,6-dione